C(C)(C)OC([C@@H](NP(=O)(OC1=CC=CC=C1)CC1=CC=C(C=C1)CN1C2=CC=C(C=C2C=2C=C(C=CC12)OC)OC)C)=O ((4-((3,6-dimethoxy-9H-carbazole-9-yl)methyl)benzyl)(phenoxy)phosphoryl)-L-alanine isopropyl ester